C(C)(C)(C)NS(=O)(=O)C=1C=C(C=CC1)NC(C1=C(C=C(C=C1)NS(=O)(=O)CC)N1CCC2(CC2)CC1)=O N-(3-(N-(tert-butyl)sulfamoyl)phenyl)-4-(ethylsulfonamido)-2-(6-azaspiro[2.5]octan-6-yl)benzamide